1-chloro-3,3,4,4-tetrafluoro-2-methylcyclobut-1-ene ClC1=C(C(C1(F)F)(F)F)C